C[C@@H]1C[C@@H](CN1)COC=1C=CC(=NC1)S(=O)(=O)C 5-[[(3S,5R)-5-methylpyrrolidin-3-yl]methoxy]-2-methylsulfonyl-pyridine